Bis-[gamma-(triethoxysilyl)propyl]Tetrasulfide C(C)O[Si](CCCSSSSCCC[Si](OCC)(OCC)OCC)(OCC)OCC